[W].[Ru] Ruthenium-Tungsten